5-(trifluoromethyl)-1H-inden-1-one FC(C=1C=C2C=CC(C2=CC1)=O)(F)F